3,4-Difluoro-2-(2-fluoro-4-iodoanilino)-5-[[3-fluoro-2-(propylsulfonylamino)pyridin-4-yl]methyl]benzamide FC=1C(=C(C(=O)N)C=C(C1F)CC1=C(C(=NC=C1)NS(=O)(=O)CCC)F)NC1=C(C=C(C=C1)I)F